(6-Amino-4-methoxy-3',4',5',6'-tetrahydro-2'H-[3,4']bipyridinyl-1'-yl)-[5-(3,3-difluoro-cyclobutylmethoxy)-4-methoxy-pyridin-2-yl]-methanone NC1=CC(=C(C=N1)C1CCN(CC1)C(=O)C1=NC=C(C(=C1)OC)OCC1CC(C1)(F)F)OC